C1(=CC(=CC=C1)C1=NC(=NC(=N1)Cl)C=1C=CC=2C=CC3=C4C=CC=CC4=CC=C3C2C1)C1=CC=CC=C1 2-([1,1'-biphenyl]-3-yl)-4-chloro-6-(chrysen-3-yl)-1,3,5-triazine